N,N'-diethylphthalhydrazide C(C)N1C(C=2C(C(=O)N1CC)=CC=CC2)=O